2-amino-6-({methyl[(2S,3R,4R,5R)-2,3,4,5,6-pentahydroxyhexyl]carbamoyl}amino)hexanoic acid NC(C(=O)O)CCCCNC(N(C[C@@H]([C@H]([C@@H]([C@@H](CO)O)O)O)O)C)=O